methyl 4-vinyl-1H-pyrrole-2-carboxylate C(=C)C=1C=C(NC1)C(=O)OC